C(C)(C)(C)OC(NC1(CC1)C(N(C)CC1=CC=CC=C1)=O)=O 1-(phenylmethyl-(methyl)carbamoyl)cyclopropylcarbamic acid tert-butyl ester